3-(t-butoxyethylphosphinyl)-2-methyl-propionic acid isobutyl ester C(C(C)C)OC(C(CP(=O)CCOC(C)(C)C)C)=O